FC(C1CCN(CC1)C1=CC(=C(C=C1)NC=1C=CC2=C(OC[C@@H](C(N2)=O)N)C1)C)(F)F (S)-8-(4-(4-(trifluoromethyl)piperidin-1-yl)-2-methylphenylamino)-3-amino-2,3-dihydrobenzo[b][1,4]oxazepin-4(5H)-one